C(#N)C(C(=O)NCCNC(OC(C)(C)C)=O)=C(C1=CC=CC=C1)C1=CC=CC=C1 tert-butyl N-[2-[(2-cyano-3,3-diphenyl-prop-2-enoyl)amino]ethyl]carbamate